2-(2H-benzotriazol-4-yl)-6-undecyl-decylphenol N=1NN=C2C1C=CC=C2C(CC2=C(C=CC=C2)O)CCCC(CCCC)CCCCCCCCCCC